C[C@@H](C(=O)N[C@H](CCC(=O)N[C@H](CCC[C@@H](C(=O)O)N)C(=O)O)C(=O)O)N The molecule is a tripeptide comprising L-alanyl, gamma-D-glutamyl and meso-diaminopimelic acid residues in a linear sequence. It is a conjugate acid of a L-alanyl-gamma-D-glutamyl-meso-diaminopimelate(1-).